BrC=1C=CC=C2C(=CN=CC12)N1C(NC(CC1)=O)=O 1-(8-bromoisoquinolin-4-yl)dihydropyrimidine-2,4(1H,3H)-dione